C1(CC1)OC=1C=C(C=CC1OC)C(CN1C(=CC(C=C1C)=O)C)=O 1-(2-(3-Cyclopropoxy-4-methoxyphenyl)-2-oxoethyl)-2,6-dimethylpyridin-4(1H)-one